COC1=C(C=C2C(NC=NC2=C1)=O)OCCCN1CCOCC1 7-methoxy-6-(3-morpholinylpropoxy)quinazolin-4(3H)-one